Cl.FC(=C1C(CNCC1)(C(=O)OC)C)F methyl 4-(difluoromethylene)-3-methylpiperidine-3-carboxylate hydrochloride